3-Butyldi(1-adamantyl)phosphine CCC(C)P(C12CC3CC(CC(C1)C3)C2)C23CC1CC(CC(C2)C1)C3